C(C)OC(CCC[C@@H]1OC(O[C@@H]1\C=C\C=C\C#C\C=C\[C@H](CCCCC)O)(C)C)=O 4-((4S,5R)-5-((S,1E,3E,7E)-9-Hydroxytetradeca-1,3,7-trien-5-yn-1-yl)-2,2-dimethyl-1,3-dioxolan-4-yl)butanoic acid ethyl ester